1,4-dimethoxy-1,4-difluorobutane COC(CCC(F)OC)F